O1CCNC2=C1C=CC(=C2)S(=O)(=O)N2N=C1C(=C2)CN(C1)C(=O)OC(C)(C)C tert-butyl 2-(3,4-dihydro-2H-1,4-benzoxazine-6-sulfonyl)-2H,4H,5H,6H-pyrrolo[3,4-c]pyrazole-5-carboxylate